CC(C)(C)OC(=O)N(C(=O)OC(C)(C)C)C1=NC=C(C2=CC=C(C=C12)Cl)B1OC(C(O1)(C)C)(C)C 2-methylpropan-2-yl{[7-chloro-4-(4,4,5,5-Tetramethyl-1,3,2-dioxaborol-2-yl)isoquinolin-1-yl]{[(2-methylpropan-2-yl)oxy] Carbonyl}amino}carboxylate